2,2-difluoro-7-(trifluoromethylsulfanyl)-2,3-dihydro-1H-inden-1-ol FC1(C(C2=C(C=CC=C2C1)SC(F)(F)F)O)F